BrC=1C=C(C(=NC1Cl)C(=O)OC)CBr Methyl 5-bromo-3-(bromomethyl)-6-chloropicolinate